CC1(OCCN2C=3N=C(N=C(C3N=C12)N1CC(C1)O)C=1C=C2C(=NC1)NC=C2C(F)(F)F)C 1-[8,8-Dimethyl-3-(3-trifluoromethyl-1H-pyrrolo[2,3-b]pyridin-5-yl)-5,6-dihydro-8H-7-oxa-2,4,4b,9-tetraaza-fluoren-1-yl]-azetidin-3-ol